2-anilino-2-oxo-acetic acid N(C1=CC=CC=C1)C(C(=O)O)=O